O1CCN(CC1)C=1SC(=CN1)CN[C@@H]1[C@H](CCCC1)O (1S,2S)-2-(((2-morpholinothiazol-5-yl)methyl)amino)cyclohexan-1-ol